1-[(8aR)-6-chloro-5-(5-methyl-1H-indazol-4-yl)-8a,9,11,12-tetrahydropyrazino[2',1':3,4][1,4]oxazepino-[5,6,7-de]quinazolin-10(8H)-yl]prop-2-en-1-one ClC1=C2C3=C(N=CN=C3C=C1C1=C3C=NNC3=CC=C1C)N1[C@@H](CO2)CN(CC1)C(C=C)=O